ClC=1C=C(C=C(C1OC=1C=C2CCN(C(C2=CC1)=O)CC1=CC(=CC=C1)OC)Cl)NN 2-(3,5-dichloro-4-((2-(3-methoxybenzyl)-1-oxo-1,2,3,4-Tetrahydroisoquinolin-6-yl)oxy)phenyl)hydrazine